FC1=CC2=C(N(C(N2C)=O)C=2N=NC(=CC2)C(F)(F)F)C=C1 5-fluoro-3-methyl-1-(6-(trifluoromethyl)pyridazin-3-yl)-1,3-dihydro-2H-benzo[d]imidazol-2-one